CN(C1=CC=C(C=C1)C1=CC=CC=C1)C N,N-dimethyl-4-(phenyl)-aniline